OC[C@@H]1OC([C@@H]2[C@H]1OC(O2)(C)C)O (3aS,6S,6aS)-6-(Hydroxymethyl)-2,2-dimethyltetrahydrofuro[3,4-d][1,3]dioxol-4-ol